2-(3-phenyloxetan-3-yl)ethanol C1(=CC=CC=C1)C1(COC1)CCO